(R)-1-(2-hydroxy-5-((2-methylmorpholinyl)methyl)-3-(trifluoromethyl)phenyl)ethan-1-one OC1=C(C=C(C=C1C(F)(F)F)CN1C[C@H](OCC1)C)C(C)=O